N1=CC(=CC=C1)C1=NC(=NO1)N[C@@H]1C[C@H](CC1)NC1=CC=C(C=N1)N1N=CC=CC1=O 2-(6-(((1S,3S)-3-((5-(pyridin-3-yl)-1,2,4-oxadiazol-3-yl)amino)cyclopentyl)amino)pyridin-3-yl)pyridazin-3(2H)-one